3-Tert-butyl-6,7,8,9,10,11-hexahydrocycloocta[b]benzofuran-2-ol C(C)(C)(C)C1=CC2=C(C3=C(O2)CCCCCC3)C=C1O